1-(2-((2S,4R)-2-(2-(benzo[d]thiazol-2-yl)phenylcarbamoyl)-4-fluoropyrrolidin-1-yl)-2-oxoethyl)-5-(pyridazin-4-yl)-1H-indazole-3-carboxamide S1C(=NC2=C1C=CC=C2)C2=C(C=CC=C2)NC(=O)[C@H]2N(C[C@@H](C2)F)C(CN2N=C(C1=CC(=CC=C21)C2=CN=NC=C2)C(=O)N)=O